CO[C@H]1C[C@@H](N(C1)C)COC1=CC=C(C=C1)NC=1C(=NC(=C(N1)C)C1=CC=CC=2N(C=NC21)C)C(=O)OC methyl 3-((4-(((2R,4S)-4-methoxy-1-methylpyrrolidin-2-yl) methoxy)phenyl)amino)-5-methyl-6-(1-methyl-1H-benzo[d]imidazol-4-yl)pyrazine-2-carboxylate